C(C)(C)(CC(C)(C)C)C1=CC=C(C(C(=O)O)=C1)O 5-tert-octylsalicylic acid